benzyloxyethoxide C(C1=CC=CC=C1)OC([O-])C